(E)-2,4-dimethoxy-6-(1-octen-1-yl)benzoic acid methyl ester COC(C1=C(C=C(C=C1\C=C\CCCCCC)OC)OC)=O